2,4-dichloro-5-methoxy-N-(5-((phenylamino)methyl)non-5-yl)benzenesulfonamide ClC1=C(C=C(C(=C1)Cl)OC)S(=O)(=O)NC(CCCC)(CCCC)CNC1=CC=CC=C1